O=C1NC2=CC=C(C=C2CC1)N1C=NC2=C1C=CC(=C2)C(=O)N 1-(2-oxo-1,2,3,4-tetrahydroquinolin-6-yl)-1H-benzo[d]Imidazole-5-carboxamide